BrC1=CC2=C(C(OC2)(C)C)C=C1F 5-bromo-6-fluoro-1,1-dimethyl-3H-2-benzofuran